C(C)(=O)NNC(=O)C1=CC2=C(C(N(C=C2Br)C)=O)S1 N'-acetyl-4-bromo-6-methyl-7-oxo-6,7-dihydrothieno[2,3-c]pyridine-2-carbohydrazide